p-(t-butyl)styrene C(C)(C)(C)C1=CC=C(C=C)C=C1